rel-2-(4-(((1R,3R)-3-hydroxycyclohexyl)amino)phthalazin-1-yl)-5-(trifluoromethyl)phenol O[C@H]1C[C@@H](CCC1)NC1=NN=C(C2=CC=CC=C12)C1=C(C=C(C=C1)C(F)(F)F)O |o1:1,3|